(2-(4-((tert-butoxycarbonyl)amino)phenyl)thiazole-4-carbonyl)glycine C(C)(C)(C)OC(=O)NC1=CC=C(C=C1)C=1SC=C(N1)C(=O)NCC(=O)O